tert-butyl (2S)-7-methyl-6-(pyrimidin-2-yl)-3,4-dihydro-1H-spiro(1,8-naphthyridine-2,3'-pyrrolidine)-1'-carboxylate CC1=C(C=C2CC[C@]3(CN(CC3)C(=O)OC(C)(C)C)NC2=N1)C1=NC=CC=N1